(S)-29-azido-18-(4-(5-azidopentanamido)butyl)-17,20,25-trioxo-4,7,10,13-tetraoxa-16,19,24-triazanonacosanoic acid N(=[N+]=[N-])CCCCC(NCCCC(N[C@H](C(NCCOCCOCCOCCOCCC(=O)O)=O)CCCCNC(CCCCN=[N+]=[N-])=O)=O)=O